ClC=1C=C2C(=NC1)NC=C2C(=O)C=2C(=C(C=CC2F)NS(=O)(=O)N2CC(CC2)N(C)C)F N-[3-(5-chloro-1H-pyrrolo[2,3-b]pyridine-3-carbonyl)-2,4-difluoro-phenyl]-3-(dimethylamino)pyrrolidine-1-sulfonamide